N1CC(C1)C[N+]1(CCC(CC1)CNC(C1=C(C=C(C=C1)NC=1C=2N(C=CN1)C(=CN2)C=2C=NC(=CC2C)C=2C(=NNC2)C)CC)=O)C N-[[1-(azetidin-3-ylmethyl)-1-methyl-piperidin-1-ium-4-yl]methyl]-2-ethyl-4-[[3-[4-methyl-6-(3-methyl-1H-pyrazol-4-yl)-3-pyridyl]imidazo[1,2-a]pyrazin-8-yl]amino]benzamide